(4-(3-(1-methyl-1H-indazol-6-yl)-1,4-dihydrothieno[2',3':4,5]cyclopenta[1,2-c]pyrazol-6-yl)thiophen-2-yl)(morpholino)methanone CN1N=CC2=CC=C(C=C12)C=1C2=C(NN1)C1=C(C2)SC(=C1)C=1C=C(SC1)C(=O)N1CCOCC1